dichloroethylaluminum ClC(C[Al])Cl